OCC=1C=C2C=C(N(C2=CC1)C(=O)OC(C)(C)C)COC1OCCCC1 tert-butyl 5-(hydroxymethyl)-2-(((tetrahydro-2H-pyran-2-yl) oxy) methyl)-1H-indole-1-carboxylate